2-(3,4-Dimethoxyphenyl)-3,6-dimethoxy-4H-chromen COC=1C=C(C=CC1OC)C=1OC2=CC=C(C=C2CC1OC)OC